pyridine-2-carbamidomethylamide N1=C(C=CC=C1)C(=O)NC[NH-]